5-[2-(cyclohexylamino)-4-methyl-thiazol-5-yl]-N-(4-fluoro-3-methylphenyl)-2-methyl-benzenesulfonamide C1(CCCCC1)NC=1SC(=C(N1)C)C=1C=CC(=C(C1)S(=O)(=O)NC1=CC(=C(C=C1)F)C)C